C(C)N1CC2(C1)CC(C2)C=2C=CC(=NC2)NC2=NC=C(C(=N2)C2=CC1=C(N(C(=N1)C)C(C)C)S2)F N-(5-(2-Ethyl-2-azaspiro[3.3]heptan-6-yl)pyridin-2-yl)-5-fluoro-4-(3-isopropyl-2-methyl-3EZ-thieno[2,3-d]imidazol-5-yl)pyrimidin-2-amine